diphenylmethyl glutamate N[C@@H](CCC(=O)[O-])C(=O)OC(C1=CC=CC=C1)C1=CC=CC=C1